N-(5-aminopentyl)-5-(3-aminoprop-1-yn-1-yl)furan-2-carboxamide NCCCCCNC(=O)C=1OC(=CC1)C#CCN